(1R,2R)-2-fluoro-N-(4-(6-((S)-1-hydroxypropyl)-4-methylpyridin-3-yl)-1H-imidazo[4,5-f]isoquinolin-8-yl)cyclopropane-1-carboxamide F[C@H]1[C@H](C1)C(=O)NC=1N=CC2=CC(=C3C(=C2C1)NC=N3)C=3C=NC(=CC3C)[C@H](CC)O